2-chloro-N-(4'-chlorobiphenyl-2-yl)pyridine-3-carboxamide ClC1=NC=CC=C1C(=O)NC1=C(C=CC=C1)C1=CC=C(C=C1)Cl